1-(1-(6-(azetidin-1-yl)pyridin-3-yl)ethyl)-1H-1,2,3-triazole-4-carboxylic acid, 2,2,2-trifluoroacetate salt FC(C(=O)O)(F)F.N1(CCC1)C1=CC=C(C=N1)C(C)N1N=NC(=C1)C(=O)O